(2S,3R)-3-((6-((5-(oxetan-3-yl)-1H-pyrazol-3-yl)amino)pyrazin-2-yl)oxy)pentan-2-ol O1CC(C1)C1=CC(=NN1)NC1=CN=CC(=N1)O[C@@H]([C@H](C)O)CC